C(#N)C(C=1N=NN(C1)C1=CC=CC=C1)NCC(=O)OC Methyl (Cyano(1-phenyl-1H-1,2,3-triazol-4-yl)methyl)glycinate